COC(C(=CN(C)C)C(=O)C1CC1)=O 2-(cyclopropylcarbonyl)-3-(dimethylamino)acrylic acid methyl ester